C(#N)C1=C2C(=NN(C2=CC=C1)C1=CC=C(C=C1)S(F)(F)(F)(F)F)CNC(C=C)=O N-((4-cyano-1-(4-(pentafluoro-lambda6-sulfanyl)phenyl)-1H-indazol-3-yl)methyl)acrylamide